(2-BUTOXYNAPHTHALEN-1-YL)BORANEDIOL C(CCC)OC1=C(C2=CC=CC=C2C=C1)B(O)O